FC=1C=C(OC2=CC=C(C=C2)NC(OCC=2C(=C3C(N(CC3=CC2)[C@H]2C(NC(CC2)=O)=O)=O)OC)=O)C=CC1F {2-[(3R)-2,6-dioxopiperidin-3-yl]-4-methoxy-3-oxo-2,3-dihydro-1H-isoindol-5-yl}methyl N-[4-(3,4-difluorophenoxy)phenyl]carbamate